Cl.NCCNC(=O)NCCO (2-aminoethyl)-3-(2-hydroxyethyl)urea hydrochloride